C1CC12CN(CC2)C2=CC(=NC=C2)N2N=CC(=C2)S(=O)(=O)NC=2C=CC=C1C=NN(C21)C 1-(4-{5-azaspiro[2.4]heptan-5-yl}pyridin-2-yl)-N-(1-methylindazol-7-yl)pyrazole-4-sulfonamide